(3,4-dichloro-6-fluoro-5-methoxy-9H-pyrido[2,3-b]indol-8-yl)(methyl)carbamic acid tert-butyl ester C(C)(C)(C)OC(N(C)C=1C=C(C(=C2C3=C(NC12)N=CC(=C3Cl)Cl)OC)F)=O